3,5-difluoro-N-[1-hydroxy-3-(3-methylphenyl)propan-2-yl]isonicotinamide FC1=C(C(=O)NC(CO)CC2=CC(=CC=C2)C)C(=CN=C1)F